(S)-4-(2-(4-(7,7-difluoro-2-(2-methylazetidin-1-yl)-6,7-dihydro-5H-cyclopenta[d]pyrimidin-4-yl)phenoxy)acetyl)piperazine-1-carboxylic acid tert-butyl ester C(C)(C)(C)OC(=O)N1CCN(CC1)C(COC1=CC=C(C=C1)C=1C2=C(N=C(N1)N1[C@H](CC1)C)C(CC2)(F)F)=O